C(C)(C)(C)OC(NC1CCN(CC1)C1=C(C=NC2=CC=C(C=C12)C=1C=NC=C(C1OC1COC1)F)C1=CC(=CC(=C1)F)F)=O (1-{3-(3,5-difluoro-phenyl)-6-[5-fluoro-4-(oxetan-3-yloxy)-pyridin-3-yl]-quinolin-4-yl}-piperidin-4-yl)-carbamic acid tert-butyl ester